(S)- or (R)-6-[1-(2-Chloro-6-fluorophenyl)-piperidin-4-yl]-2-cyclopropyl-7-methyl-4-(2-trifluoromethyl-benzyl)-2,4,6,7-tetrahydro-pyrazolo[4,3-d]pyrimidin-5-one ClC1=C(C(=CC=C1)F)N1CCC(CC1)N1C(N(C=2C([C@@H]1C)=NN(C2)C2CC2)CC2=C(C=CC=C2)C(F)(F)F)=O |o1:19|